ClC=1C=CC(=C(C1)S(=O)(=O)NC=1C=C(C(=O)NC2=CC=C(C=C2)C=2NS(ON2)=O)C=CC1)OC 3-(5-Chloro-2-methoxy-benzenesulfonylamino)-N-[4-(2-oxo-2,3-dihydro-[1,2,3,5]oxathiadiazol-4-yl)-phenyl]-benzamide